FC=1C(=C(C=CC1F)[C@H]1[C@@H](O[C@]([C@H]1C)(C(F)(F)F)C)C(=O)NC=1C=NC(=CC1)[C@H](CNC(C)(C)C)O)OC([2H])([2H])[2H] (2R,3S,4S,5R)-3-(3,4-difluoro-2-(methoxy-d3)phenyl)-N-(6-((S)-2-(tert-butylamino)-1-hydroxyethyl)pyridin-3-yl)-4,5-dimethyl-5-(trifluoromethyl)tetrahydrofuran-2-carboxamide